CC1(CC1)OC=1C=C2C=NNC2=CC1 5-(1-methylcyclopropoxy)-1H-indazole